FC(C)(F)C1COCC(O1)COC1=CC=C(C=C1)C=1C=C(C(NC1C(F)(F)F)=O)C(=O)N 5-(4-((6-(1,1-Difluoroethyl)-1,4-dioxan-2-yl)methoxy)phenyl)-2-oxo-6-(trifluoromethyl)-1,2-dihydropyridine-3-carboxamide